4-[(2-Hydroxyethoxy)methyl]benzonitrile OCCOCC1=CC=C(C#N)C=C1